6-chloro-5-methylpyridazin-3-amine ClC1=C(C=C(N=N1)N)C